BrC=1C=CC(=C2CCCOC12)CBr 8-bromo-5-(bromomethyl)chroman